F[Sb-](F)(F)(F)(F)F.[IH2+].C1=CC=CC=2C3=CC=CC=C3C12 biphenylene iodonium hexafluoroantimonate